C(C)(C)(C)OC(=O)N[C@H]1C[C@@H](CCC1)C(=O)NCC1=C(N=CC(=N1)/C=C/CCCCCC(=O)OCC)Cl Ethyl (E)-8-[6-[[[(1R,3R)-3-(tert-butoxycarbonylamino)cyclohexanecarbonyl]amino]methyl]-5-chloro-pyrazin-2-yl]oct-7-enoate